α-(4-nitro-benzyl)-proline [N+](=O)([O-])C1=CC=C(C[C@@]2(NCCC2)C(=O)O)C=C1